C=1CCC=C2C=CC=CC12 [3H]-naphthalene